CN1N=C(C2=CC(=CC=C12)C)C(=O)N1CC(CC1)(C1=NC=NS1)C1=CC(=C(C=C1)C)F (1,5-dimethyl-1H-indazol-3-yl)(3-(3-fluoro-4-methylphenyl)-3-(1,2,4-thiadiazol-5-yl)pyrrolidin-1-yl)methanone